C(C)(C)(C)OC(\C=C/OC1=C(C=CC=C1)C1=CC(=CC=C1)CC1N(CCCC1NS(=O)(=O)CC)C(=O)[O-])=O (Z)-2-((2'-((3-(tert-butoxy)-3-oxoprop-1-en-1-yl)oxy)-[1,1'-biphenyl]-3-yl)methyl)-3-(ethylsulfonamido)piperidine-1-carboxylate